2,2,2-tris(fluorenyl)acetic acid C1(=CC=CC=2C3=CC=CC=C3CC12)C(C(=O)O)(C1=CC=CC=2C3=CC=CC=C3CC12)C1=CC=CC=2C3=CC=CC=C3CC12